COC(CC1(CCOCC1)C1=C(C=C(C(=C1)F)Br)OCC1=CC=CC=C1)=O [4-(2-benzyloxy-4-bromo-5-fluoro-phenyl)tetrahydropyran-4-yl]acetic acid methyl ester